5H-pyrimido[5,4-d][2]benzazepin-2-amine N1=C(N=CC=2CN=CC3=C(C21)C=CC=C3)N